Cl[Si]([SiH3])(CC)C chloro(methyl)(ethyl)disilane